3-(1-(pyridin-4-yl)-1H-pyrazol-4-yl)tetrahydropyrimidin-2(1H)-one N1=CC=C(C=C1)N1N=CC(=C1)N1C(NCCC1)=O